FC(C(C(F)(F)F)(N(C(=O)C1=CC(=CC(=C1)C(=O)N(C1=C(C=C(C(=C1)F)F)F)C(C(F)(F)F)(C(F)(F)F)F)C(=O)N(C1=C(C=C(C(=C1)F)F)F)C(C(F)(F)F)(C(F)(F)F)F)C1=C(C=C(C(=C1)F)F)F)F)(F)F N1,N3,N5-tris(perfluoropropan-2-yl)-N1,N3,N5-tris(2,4,5-trifluorophenyl)benzene-1,3,5-tricarboamide